BrC1=CC=C(C=C1)N1C2=CC=C(C=C2C=2C=C(C=CC12)N1C2=CC=CC=C2C=2C=CC=CC12)N1C2=CC=CC=C2C=2C=CC=CC12 9'-(4-bromophenyl)-9'H-9,3':6',9''-tercarbazole